arachidyl eicosanoate C(CCCCCCCCCCCCCCCCCCC)(=O)OCCCCCCCCCCCCCCCCCCCC